3-(((6-chloro-1,4-dihydroquinazolin-2-yl)thio)methyl)-5H-thiazolo[2,3-b]quinazoline ClC=1C=C2CN=C(NC2=CC1)SCC1=CSC2=NC3=CC=CC=C3CN21